4-chloro-N-methyl-N-(1-(3-(4-(3-(p-tolyl)acryloyl)phenoxy)propyl)piperidin-4-yl)benzenesulfonamide ClC1=CC=C(C=C1)S(=O)(=O)N(C1CCN(CC1)CCCOC1=CC=C(C=C1)C(C=CC1=CC=C(C=C1)C)=O)C